1',2',3',4'-tetrahydro-[1,1'-biphenyl]-3-carboxylic acid C1(=CC(=CC=C1)C(=O)O)C1CCCC=C1